(S)-(-)-1,1'-Binaphthalene-2,2'-diol C1=CC=C2C(=C1)C=CC(=C2C3=C(C=CC4=CC=CC=C43)O)O